difluoromethyl-sodium carbonochloridate C(O)(=O)Cl.FC(F)[Na]